CC=1N=C(C2=C(N1)OC=C2C(=O)N2CC=1N=CN=C(C1CC2)C)NC2(CC2)C methyl-5-{4-methyl-5H,6H,7H,8H-pyrido[3,4-d]pyrimidine-7-carbonyl}-N-(1-methylcyclopropyl)furo[2,3-d]pyrimidin-4-amine